ClC1=CC(=CC=2OC(C(OC21)(F)F)(F)F)CCl 5-chloro-7-(chloromethyl)-2,2,3,3-tetrafluoro-1,4-benzodioxine